benzo(a)pyrenediol C1(=C(C=C2C=CC=3C=C4C(=C5C=CC1=C2C53)C=CC=C4)O)O